5-bromo-3-((1-((2-(trimethylsilyl)ethoxy)methyl)-1H-pyrrolo[2,3-b]pyridin-4-yl)methoxy)pyrazin-2-amine BrC=1N=C(C(=NC1)N)OCC1=C2C(=NC=C1)N(C=C2)COCC[Si](C)(C)C